(S)-1-(3-(3-methyl-4-(3-methyl-2-butenyl)piperazine-1-carbonyl)-4-fluorobenzyl)quinazoline-2,4(1H,3H)-dione C[C@H]1CN(CCN1CC=C(C)C)C(=O)C=1C=C(CN2C(NC(C3=CC=CC=C23)=O)=O)C=CC1F